3-(allyloxy)-2-bromopropyl dihydrogen phosphate P(=O)(OCC(COCC=C)Br)(O)O